aluminum tri(ethylacetoacetate) C(C)CC(CC(=O)[O-])=O.C(C)CC(CC(=O)[O-])=O.C(C)CC(CC(=O)[O-])=O.[Al+3]